C1(CC1)N1N=NC(=C1)C(=O)N 1-cyclopropyl-1H-1,2,3-triazole-4-carboxamide